COC(=O)C=1SC(=C(C1F)Br)Br.ClC1=NN=C(S1)NC(C(C)SC=1NC(C2=C(N1)N(N=C2)C2CCC(CC2)(F)F)=O)=O N-(5-chloro-1,3,4-thiadiazol-2-yl)-2-((1-(4,4-difluorocyclohexyl)-4-oxo-4,5-dihydro-1H-pyrazolo[3,4-d]pyrimidin-6-yl)thio)propanamide methyl-4,5-dibromo-3-fluorothiophene-2-carboxylate